4-((2,2-Difluoroethyl)(6-((1-(trifluoromethyl)cyclopropyl)ethynyl)pyridin-2-yl)amino)-6-fluoroquinazolin-2(1H)-one FC(CN(C1=NC(NC2=CC=C(C=C12)F)=O)C1=NC(=CC=C1)C#CC1(CC1)C(F)(F)F)F